O=C([C@H](O)[C@H](O)[C@H](O)CO)[O-] Ribonate